1-(4-(diisobutylamino)-3-nitrophenyl)-1-ethanol C(C(C)C)N(C1=C(C=C(C=C1)C(C)O)[N+](=O)[O-])CC(C)C